(2S,6R)-2,6-dimethyl-N-((5-(trifluoromethyl)pyridin-2-yl)methyl)morpholin-4-amine C[C@H]1CN(C[C@H](O1)C)NCC1=NC=C(C=C1)C(F)(F)F